Racemic-1-fluoro-8-methyl-7a,8,9,10-tetrahydro-7H-indolo[7,1-fg][1,7]naphthyridine FC1=CC=C2C=CN3C2=C1C1=CCCN([C@H]1C3)C |r|